norborn-2-ene C12C=CC(CC1)C2